bisphenol a sulfide OC12C(C=C(C=C1)C(C)(C)C1=CC=C(C=C1)O)S2